NCCCN1CCN(CC1)CCCN N,N'-bis-(3-aminopropyl)-piperazine